CCCCCCCCCCCCC1=CC=C(C=C1)S(=O)(=O)NC2=NN=CS2 4-Dodecyl-N-1,3,4-thiadiazol-2-ylbenzenesulfonamide